tert-butyl-4-(4-((8-phenylquinazolin-2-yl)amino)phenyl)piperazine C(C)(C)(C)N1CCN(CC1)C1=CC=C(C=C1)NC1=NC2=C(C=CC=C2C=N1)C1=CC=CC=C1